(S)-tert-butyl (1-oxo-1-((2-(4'-(trifluoromethoxy)-[1,1'-biphenyl]-4-yl)ethyl)amino)butan-2-yl)carbamate O=C([C@H](CC)NC(OC(C)(C)C)=O)NCCC1=CC=C(C=C1)C1=CC=C(C=C1)OC(F)(F)F